ethoxy-3-methyl-1-butyl acetate C(C)(=O)OC(CC(C)C)OCC